ClC(CCC[SiH2]CC[SiH2]CCCC(Cl)Cl)Cl 1,2-bis(dichlorobutylsilyl)ethane